The molecule is a phosphatidylcholine 36:4 in which the acyl groups specified at positions 1 and 2 are (9Z)-octadecenoyl and (9Z,12Z,15Z)-octadecatrienoyl respectively. It derives from an alpha-linolenic acid and an oleic acid. CCCCCCCC/C=C\\CCCCCCCC(=O)OC[C@H](COP(=O)([O-])OCC[N+](C)(C)C)OC(=O)CCCCCCC/C=C\\C/C=C\\C/C=C\\CC